ClC1=CC(=C(C=C1)C1(OC2=C(O1)C=CC=C2N2CCC1(CC1C1=NC3=C(N1CCOC)C=C(C=C3)C(=O)O)CC2)C)F 2-[6-[2-(4-Chloro-2-fluorophenyl)-2-methyl-1,3-benzodioxol-4-yl]-6-azaspiro[2.5]oct-1-yl]-1-(2-methoxyethyl)-1H-benzimidazole-6-carboxylic acid